CN[C@H](CO)C (S)-2-(methylamino)propan-1-ol